C[N+]1(CCOCC1)[O-] N-Methyl-Morpholine-N-Oxide